acryloxyheptylmethyldiethoxysilane C(C=C)(=O)OCCCCCCC[Si](OCC)(OCC)C